3-[3-[4-(azetidin-3-yl)phenyl]-5-(4-fluorophenyl)imidazo[4,5-b]pyridin-2-yl]pyridin-2-amine N1CC(C1)C1=CC=C(C=C1)N1C(=NC=2C1=NC(=CC2)C2=CC=C(C=C2)F)C=2C(=NC=CC2)N